1-Methyl-3-butylpiperidinium triflat [O-]S(=O)(=O)C(F)(F)F.C[NH+]1CC(CCC1)CCCC